2-methyl-2-propanyl [5-(2-{(3S)-7-[5-chloro-2-(1H-tetrazol-1-yl)phenyl]-5-oxo-1,2,3,5-tetrahydro-3-indolizinyl}-4-fluoro-1H-imidazol-5-yl)-6-fluoro-2-pyridinyl]carbamate ClC=1C=CC(=C(C1)C1=CC(N2[C@@H](CCC2=C1)C=1NC(=C(N1)F)C=1C=CC(=NC1F)NC(OC(C)(C)C)=O)=O)N1N=NN=C1